[2-(5-Cyclobutyl-1,2,4-oxadiazol-3-yl)ethyl]amine C1(CCC1)C1=NC(=NO1)CCN